C1(=CC=CC=C1)COC=1/C(/N=C(C1)C=1NC=CC1)=C/C=1NC(=CC1)CCCCCCCCCCC (2Z)-3-phenylmethoxy-5-(1H-pyrrol-2-yl)-2-[(5-undecyl-1H-pyrrol-2-yl)methylidene]pyrrole